CC1=NNC(=C1)C1=NSC=2C1=NC(=CC2N2CC(C2)O)N2[C@@H](COCC2)C 1-[3-(3-methyl-1H-pyrazol-5-yl)-5-[(3R)-3-methylmorpholin-4-yl]-[1,2]thiazolo[4,5-b]pyridin-7-yl]azetidin-3-ol